2-(tributylstannyl)isophthalonitrile C(CCC)[Sn](C1=C(C#N)C=CC=C1C#N)(CCCC)CCCC